C1(CC1)CNC=1C=CC2=C(C=3CN(C(C3C=C2)=O)CC(C(=O)N)=C)C1 2-({8-[(cyclopropylmethyl)amino]-3-oxo-1H,2H,3H-benzo[e]isoindol-2-yl}methyl)prop-2-enamide